ClC1=NC(=C(C=C1CCS(=O)(=O)O)F)F.FC(F)(F)C1=C(C(=C(OC=2C(=C(C=CC2C(F)(F)F)C2=CC=C(C=C2)C(F)(F)F)OC2=C(C(=C(C=C2)C(F)(F)F)C(=O)O)C(=O)O)C=C1)C(=O)O)C(=O)O bis{(trifluoromethyl)dicarboxyphenoxy}bis(trifluoromethyl)biphenyl (2-chloro-5,6-difluoropyridin-3-yl)methyl-methanesulfonate